ClC=1C=C2C(C(=CN(C2=CC1N1[C@H](CCC1)COC1=NC=CC=C1Cl)C=1C=C2C(=CN1)NN=C2)C(=O)O)=O (R)-6-chloro-7-(2-(((3-chloropyridin-2-yl)oxy)methyl)pyrrolidin-1-yl)-4-oxo-1-(1H-pyrazolo[3,4-c]pyridin-5-yl)-1,4-dihydroquinoline-3-carboxylic acid